CNCC1=CC=NC=C1 N-methyl-1-(pyridin-4-yl)methanamine